N-(2-thienylmethyl)acetamide S1C(=CC=C1)CNC(C)=O